C(C)C=1C(=CC=C2C=C(C=C(C12)N1CC=2N=C(N=C(C2C1=O)N(C1CCN(CC1)C(=O)OC(C)(C)C)C)S(=O)(=O)C)OCOC)F tert-butyl 4-[[6-[8-ethyl-7-fluoro-3-(methoxymethoxy)-1-naphthyl]-2-methylsulfonyl-5-oxo-7H-pyrrolo[3,4-d]pyrimidin-4-yl]-methyl-amino]piperidine-1-carboxylate